3-(1-(3-fluorobenzyl)-1H-pyrazol-4-yl)-7,8-dihydroxy-2-(trifluoromethyl)-4H-chromen-4-one FC=1C=C(CN2N=CC(=C2)C2=C(OC3=C(C(=CC=C3C2=O)O)O)C(F)(F)F)C=CC1